FC1=C(C=C(C=C1C)NC=1C(=NC=CC1)[N+](=O)[O-])C N-(4-fluoro-3,5-dimethylphenyl)-2-nitro-pyridin-3-amine